FC1=C2C(NC(=NC2=CC(=C1)OCC1CCN(CC1)CCN1CCC(CC1)C1=CC=C(C=C1)NC1C(NC(CC1)=O)=O)CSC1CCOCC1)=O 3-((4-(1-(2-(4-(((5-fluoro-4-oxo-2-(((tetrahydro-2H-pyran-4-yl)thio)methyl)-3,4-dihydroquinazolin-7-yl)oxy)methyl)piperidin-1-yl)ethyl)piperidin-4-yl)phenyl)amino)piperidine-2,6-dione